FC=1C(=NC(=NC1)NC1=CC=C(C=N1)CN1CCN(CC1)C(C)=O)C1=CC2=C(N(N=C2C(=C1)F)C)C(C)C 1-(4-((6-((5-fluoro-4-(7-fluoro-3-isopropyl-2-methyl-2H-indazol-5-yl)pyrimidin-2-yl)amino)pyridin-3-yl)methyl)piperazin-1-yl)ethan-1-one